BrC(C(=O)OCC)(C)C ethyl 2-bromo-isobutyrate